CN(C(OC1=C(C(=C(C(=C1F)F)SCC1=CC=CC=C1)F)F)=O)C 4-(benzylthio)-2,3,5,6-tetrafluorophenyl dimethylcarbamate